2-((1-hydroxy-2-methylpropan-2-yl)amino)-5-(5-(isoxazol-3-ylcarbamoyl)-2-methylphenyl)-N,N-dimethylnicotinamide OCC(C)(C)NC1=C(C(=O)N(C)C)C=C(C=N1)C1=C(C=CC(=C1)C(NC1=NOC=C1)=O)C